P(=O)(OC1=C(C=C(C=C1)N1C(C(=C(C=C1)OCC)C(NC1=CC(=C(C=C1)OC1=C(C(=NC=C1)N)Cl)F)=O)=O)F)(O)O 4-(3-((4-((2-amino-3-chloropyridin-4-yl)oxy)-3-fluorophenyl)carbamoyl)-4-ethoxy-2-oxopyridin-1(2H)-yl)-2-fluorophenyl dihydrogen phosphate